OC1C=C(NC1)C(=O)NCC1=CC=C(C=C1)C1=C(N=CS1)C 4-hydroxy-N-(4-(4-methylthiazol-5-yl)benzyl)-4,5-dihydro-1H-pyrrole-2-carboxamide